CCCCCCCCCCCCCCCCCCOC[C@H](COP(=O)([O-])OCC[N+](C)(C)C)OC(=O)CCCCC/C=C\C/C=C\C/C=C\C/C=C\C/C=C\CC 1-octadecyl-2-(7Z,10Z,13Z,16Z,19Z-docosapentaenoyl)-sn-glycero-3-phosphocholine